ClC=1C=CC2=C(C(CN(S2(=O)=O)[C@H](C(=O)NN)C(C)C2=C(C(=CC=C2F)C)C)C)C1 (2S)-2-(6-chloro-4-methyl-1,1-dioxido-3,4-dihydro-2H-benzo[e][1,2]thiazin-2-yl)-3-(6-fluoro-2,3-dimethylphenyl)butan-hydrazide